1-[4-(benzyloxy)-3,3-difluoropiperidin-1-yl]-2-{3-[(2R,6S)-2,6-dimethylmorpholine-4-carbonyl]-5,6-dihydrocyclopenta[c]pyrazol-1(4H)-yl}ethan-1-one C(C1=CC=CC=C1)OC1C(CN(CC1)C(CN1N=C(C2=C1CCC2)C(=O)N2C[C@H](O[C@H](C2)C)C)=O)(F)F